CC1=CC=C(C=N1)S(=O)(=O)C1=CC=C(C(=O)O)C=C1 4-[(6-Methyl-3-pyridinyl)sulfonyl]benzoic acid